4-(difluoromethoxy)-N-[5-(3-fluoro-4-methoxyphenyl)-1-methyl-3-oxo-2-[3-(trifluoromethyl)pyridin-2-yl]-2,3-dihydro-1H-pyrazol-4-yl]benzamide FC(OC1=CC=C(C(=O)NC=2C(N(N(C2C2=CC(=C(C=C2)OC)F)C)C2=NC=CC=C2C(F)(F)F)=O)C=C1)F